9,9-dimethyl-2,7-bis(methyl-d3)-9,10-dihydroacridine CC1(C2=CC(=CC=C2NC=2C=CC(=CC12)C([2H])([2H])[2H])C([2H])([2H])[2H])C